N'-(tert-butyldimethylsilyl)-4-(2-hydroxypropan-2-yl)-3-methylbenzenesulfonimidamide [Si](C)(C)(C(C)(C)C)N=S(=O)(N)C1=CC(=C(C=C1)C(C)(C)O)C